C(C1=CC=CC=C1)OC=1C=C2CN(C(C2=C(C1)Cl)=O)C1C(NC(CC1)=O)=O 3-(5-(benzyloxy)-7-chloro-1-oxoisoindolin-2-yl)piperidine-2,6-dione